nickel-manganese-aluminum-niobium [Nb].[Al].[Mn].[Ni]